FC(C=1N=C(OC1C(=O)N1[C@@H](C2=C(CC1)NC=N2)C2=NN1C(C=CC=C1C)=C2)[C@H](C)O)F (4-(difluoromethyl)-2-((S)-1-hydroxyethyl)oxazol-5-yl)((S)-4-(7-methylpyrazolo[1,5-a]pyridin-2-yl)-6,7-dihydro-1H-imidazo[4,5-c]pyridin-5(4H)-yl)methanone